C[C@H]1N(CCN(C1)C1=C2C(=NC=C1)N(CC2)C(NC=2C=NC=1N(C2)C=C(N1)C)=O)C(=O)OC(C)(C)C tert-butyl (R)-2-methyl-4-(1-((2-methylimidazo[1,2-a]pyrimidin-6-yl)carbamoyl)-2,3-dihydro-1H-pyrrolo[2,3-b]pyridin-4-yl)piperazine-1-carboxylate